5-(5-((1R,5S)-1-(2,5-difluorophenyl)-2-azabicyclo[3.1.0]hexan-2-yl)pyrazolo[1,5-a]pyrimidin-3-yl)-2-isopropylthiazole FC1=C(C=C(C=C1)F)[C@@]12N(CC[C@H]2C1)C1=NC=2N(C=C1)N=CC2C2=CN=C(S2)C(C)C